rac-(1r,5r,6s,z)-3-(3-chlorophenyl)-N'-hydroxybicyclo[3.1.0]hex-2-ene-6-carboxamidine ClC=1C=C(C=CC1)C1=C[C@@H]2[C@H]([C@@H]2C1)/C(=N/O)/N |r|